1-tertbutoxycarbonylpiperidin-4-one C(C)(C)(C)OC(=O)N1CCC(CC1)=O